N1C[C@H](CCC1)NC1=NC=C(C(=N1)NC1=NC2=CC=CC=C2C=C1C#N)C(F)(F)F (S)-2-((2-(piperidin-3-ylamino)-5-(trifluoromethyl)pyrimidin-4-yl)amino)quinoline-3-carbonitrile